4-(2-(1-oxo-2-oxaspiro[3.4]octan-3-yl)piperazin-1-yl)-1H-benzo[d]imidazol-2(3H)-one O=C1OC(C12CCCC2)C2N(CCNC2)C2=CC=CC=1NC(NC12)=O